N-methyl-N-butylmorpholinium bromide [Br-].C[N+]1(CCOCC1)CCCC